Ethyl 2-(3-cyanophenyl)pyrazolo[1,5-a]pyrimidine-5-carboxylate C(#N)C=1C=C(C=CC1)C1=NN2C(N=C(C=C2)C(=O)OCC)=C1